OCCN1C[C@@H](CCC1)N1CCCC2=C1N=NC(=C2C)C2=C(C=C(C=C2)C(F)(F)F)O (R)-2-(8-(1-(2-hydroxyethyl)piperidin-3-yl)-4-methyl-5,6,7,8-tetrahydropyrido[2,3-c]pyridazin-3-yl)-5-(trifluoromethyl)phenol